di-tert-butyl 3-{[(Z)-(1-[2-[(tert-butoxycarbonyl)amino]-1,3-thiazol-4-yl]-2-[(2,5-dioxopyrrolidin-1-yl)oxy]-2-oxoethylidene)amino]oxy}azetidine-1,3-dicarboxylate C(C)(C)(C)OC(=O)NC=1SC=C(N1)/C(/C(=O)ON1C(CCC1=O)=O)=N/OC1(CN(C1)C(=O)OC(C)(C)C)C(=O)OC(C)(C)C